CN(C1=CC=C(C=C1)C(C1=CC=C(C=C1)N(C)C)(C1=CC=C(C=C1)N(C)C)Cl)C tris(4-(dimethylamino)phenyl)methylchloride